6-Hydroxysphingosine OC(/C=C/[C@H]([C@H](CO)N)O)CCCCCCCCCCCC